OC=1C=C2CC[C@@H]([C@@H](C2=CC1)C1=CC=C(C=C1)N1CCC(CC1)CN1CCN(CC1)C=1C=C2CN(C(C2=CC1)=O)[C@@H]1C(NC(CC1)=O)=O)CC (S)-3-(5-(4-((1-(4-((1R,2S)-6-Hydroxy-2-ethyl-1,2,3,4-tetrahydronaphthalen-1-yl)phenyl)piperidin-4-yl)methyl)piperazin-1-yl)-1-oxoisoindolin-2-yl)piperidine-2,6-dione